4-(2,4-difluorophenyl)-7-(4-methyl-1,3-thiazol-5-yl)-2-(2-(2-propenoyl)-2,6-diazaspiro[3.4]octan-6-yl)-3-quinolinecarbonitrile FC1=C(C=CC(=C1)F)C1=C(C(=NC2=CC(=CC=C12)C1=C(N=CS1)C)N1CC2(CN(C2)C(C=C)=O)CC1)C#N